methyl 1,5-diphenyl-1H-pyrrole-3-carboxylate C1(=CC=CC=C1)N1C=C(C=C1C1=CC=CC=C1)C(=O)OC